C1(CC1)C=1C=C2C=C(NC2=CC1OCC=1N=CSC1)CNC(=O)C1(CC1)C N-({5-cyclopropyl-6-[(1,3-thiazol-4-yl)methoxy]-2-indolyl}methyl)1-methylcyclopropanecarboxamide